FC1=C(C=CC=C1)C1=CC(=CC=C1)[C@H](CC(=O)O)NC(=O)NC=1C(N(C=C(C1O)C)C)=O (S)-3-(2'-fluorobiphenyl-3-yl)-3-(3-(4-hydroxy-1,5-dimethyl-2-oxo-1,2-dihydropyridin-3-yl)ureido)propionic acid